P(=O)([O-])([O-])[O-].[Na+].C(C)(C)N(C1=CC=C(C=C1)N)C1=CC=CC=C1.[Na+].[Na+] isopropyl-N'-phenyl-p-phenylenediamine sodium phosphate